2-(5-(2-((tert-Butoxycarbonyl)(3-chloro-4-(trifluoromethoxy)benzyl)amino)ethyl)-4H-1,2,4-triazol-3-yl)acetic acid C(C)(C)(C)OC(=O)N(CCC=1NC(=NN1)CC(=O)O)CC1=CC(=C(C=C1)OC(F)(F)F)Cl